5-bromo-1-methyl-1H-indole-4-carboxylic acid BrC1=C(C=2C=CN(C2C=C1)C)C(=O)O